5-oxo-tetrahydrofuran-4-yl methacrylate C(C(=C)C)(=O)OC1CCOC1=O